C(C1=CC=CC=C1)N1C(OC2=C1C=CC=C2)C2CCCCC2 N-benzyl-2-cyclohexyl-1,3-benzoxazole